1-ethyl-2-fluoro-4-(methoxy-d3)-5-nitrobenzene C(C)C1=C(C=C(C(=C1)[N+](=O)[O-])OC([2H])([2H])[2H])F